BrC=1C(=NC(=NC1)NC1=C(C=C(C=C1)N1CCN(CC1)C)CC)NCCCN(C(=O)C1CCC1)C N-(3-((5-bromo-2-((2-ethyl-4-(4-methylpiperazin-1-yl)phenyl)amino)pyrimidin-4-yl)amino)propyl)-N-methylcyclobutanecarboxamide